C(C1=CC=CC=C1)(=O)NC1CCN(CC1)C=1SC2=C(N1)C=CC(=C2)C(=O)OC2=C(C=C(C=C2)C(N)=N)F 4-Carbamimidoyl-2-fluorophenyl 2-(4-benzoamidopiperidin-1-yl)benzo[d]thiazole-6-carboxylate